CN(C=1C=C(C(=O)NS(=O)(=O)C2=CC=C(C3=CC=CC=C23)NC(C2=C(C=CC=C2)C)=O)C=CC1)C N-(4-(N-(3-(dimethylamino)benzoyl)sulfamoyl)naphthalen-1-yl)-2-methylbenzamide